C(=O)(OCC)CC1=C2C(C=C(OC2=CC(=C1)O)C1=CC=C(C=C1)O)=O 5-carboethoxymethyl-4',7-dihydroxyflavone